C(C)(C)(C)C=1C=C(NN1)NC(=O)NC1=CC=C(C=C1)N1C=NC2=C1C=CC(=C2)OCCN2CCOCC2 1-(5-tert-butyl-2H-pyrazol-3-yl)-3-{4-[5-(2-morpholin-4-yl-ethoxy)-benzoimidazol-1-yl]-phenyl}-urea